1-[4-(bromomethyl)phenoxy]-2,4-dinitrobenzene BrCC1=CC=C(OC2=C(C=C(C=C2)[N+](=O)[O-])[N+](=O)[O-])C=C1